methyl-(((9H-fluoren-9-yl)methoxy)carbonyl)-L-valine CN([C@@H](C(C)C)C(=O)O)C(=O)OCC1C2=CC=CC=C2C=2C=CC=CC12